CN1C(N(C2=C1C=CC=C2)C)=O 1,3-dimethyl-2-oxo-benzimidazol